5-(4-(((7-((1-acetylpiperidin-4-yl)methoxy)-5-fluoro-4-oxo-3,4-dihydroquinazolin-2-yl)methyl)thio)piperidin-1-yl)-2-(2,6-dioxopiperidin-3-yl)isoindoline-1,3-dione C(C)(=O)N1CCC(CC1)COC1=CC(=C2C(NC(=NC2=C1)CSC1CCN(CC1)C=1C=C2C(N(C(C2=CC1)=O)C1C(NC(CC1)=O)=O)=O)=O)F